C(C)(C)(C)OC(=O)N1CCC2(CC1)CC1(OCCCO1)C2.BrCC=2C=CC1=C(C=CS1)C2 5-(bromomethyl)benzothiophene tert-butyl-9,13-dioxa-3-azadispiro[5.1.58.16]tetradecane-3-carboxylate